P(=O)(O)(O)C(CCC)C(=O)O phosphonobutanecarboxylic acid